7-chloro-4-[3-(5-cyclopropylpyrazin-2-yl)-N-methyl-anilino]-1-methyl-quinazolin-2-one ClC1=CC=C2C(=NC(N(C2=C1)C)=O)N(C1=CC(=CC=C1)C1=NC=C(N=C1)C1CC1)C